C(C)(C)(C)OC(=O)NCCCO[C@H]1CN(CC1)C1=NC2=C(C3=CN=CC=C13)C=CC(=C2)C(=O)OC (R)-methyl 5-(3-(3-((tert-butoxycarbonyl)amino)propoxy)pyrrolidin-1-yl)benzo[c][2,6]naphthyridine-8-carboxylate